sodium 4-phenyl-1-(sulfonylamino)pyridin-1-ium C1(=CC=CC=C1)C1=CC=[N+](C=C1)N=S(=O)=O.[Na+]